ethyl 1-(4-((3-((tert-butoxycarbonyl)amino)propyl)(methyl)amino)phenyl)piperidine-4-carboxylate C(C)(C)(C)OC(=O)NCCCN(C1=CC=C(C=C1)N1CCC(CC1)C(=O)OCC)C